Diethyl (3,5-dimethyl-1-(1H-pyrrolo[2,3-b]pyridin-5-yl)-1H-pyrazole-4-carbonyl)-L-valyl-D-glutamate CC1=NN(C(=C1C(=O)N[C@@H](C(C)C)C(=O)N[C@H](CCC(=O)OCC)C(=O)OCC)C)C=1C=C2C(=NC1)NC=C2